[Cl-].C(CCCCCCCCCCCCCCCCC)[N+](C)(CCO)CCO octadecyl-bishydroxyethyl-methyl-ammonium chloride